FC(CCC)F 4,4-Difluorobutane